(2S,4s,6S)-6-(4-((R)-4-cyclopropyl-3-(hydroxymethyl)piperazine-1-carbonyl)phenyl)-7-((5-methoxy-7-methyl-1H-indol-4-yl)methyl)-7-azaspiro[3.5]nonane-2-carbonitrile C1(CC1)N1[C@H](CN(CC1)C(=O)C1=CC=C(C=C1)[C@@H]1CC2(CC(C2)C#N)CCN1CC1=C2C=CNC2=C(C=C1OC)C)CO